2-(2-Imino-4,5,6,7-tetrahydrobenzo[d]thiazol-3(2H)-yl)-1-(4-methoxyphenyl)ethan-1-one hydrogen bromide Br.N=C1SC2=C(N1CC(=O)C1=CC=C(C=C1)OC)CCCC2